C(C1=CC=CC=C1)N1CCC2(C(C2)CNC2=NN=C(C3=CC=CC=C23)C=2C(=NN(C2)C)C)CC1 N-[(6-benzyl-6-azaspiro[2.5]octan-2-yl)methyl]-4-(1,3-dimethylpyrazol-4-yl)phthalazin-1-amine